COC=1C=C2C[C@@H](C2=CC1OC)CN(CCCN1CCC2=C(CC1)C=C(C(=C2)OC)OC)C 3-(3-{[((7S)-3,4-dimethoxybicyclo[4.2.0]octa-1,3,5-trien-7-yl)methyl]methylamino}propyl)-1,3,4,5-tetrahydro-7,8-dimethoxy-2H-3-benzazepine